OC1=C(C=CC(=C1)O)C(\C=C\C1=CC(=C(C=C1)OCC1=CC=C(C=C1)[N+](=O)[O-])OC)=O (E)-1-(2,4-Dihydroxyphenyl)-3-[3-methoxy-4-[(4-nitrophenyl)methoxy]phenyl]prop-2-en-1-one